(+/-)-[(Z)-[amino-[(1R,5S,6R)-3-(3-chlorophenyl)-2-methyl-3-azabicyclo[3.1.0]hexane-6-yl] methylene] amino] 2-chloroacetate ClCC(=O)O\N=C(\[C@@H]1[C@H]2CN([C@@H]([C@@H]12)C)C1=CC(=CC=C1)Cl)/N |&1:11|